FC1=CC=C(C=C1)C1=C(CCC(C1)(C)C)C(=O)N1CC2(CN(C2)CC=2C=C3CN(C(C3=CC2)=O)C2C(NC(CC2)=O)=O)C1 3-(5-((6-(4'-fluoro-5,5-dimethyl-3,4,5,6-tetrahydro-[1,1'-biphenyl]-2-carbonyl)-2,6-diazaspiro[3.3]heptane-2-yl)methyl)-1-oxoisoindolin-2-yl)piperidine-2,6-dione